acryloyloxypropyldihydrogenphosphat C(C=C)(=O)OCCCOP(=O)(O)O